NC1=C(C(NC2=C(C=CC=C12)Br)=O)C(=O)NCCOC 4-amino-8-bromo-N-(2-methoxyethyl)-2-oxo-1H-quinoline-3-carboxamide